CSC1=CC=C(C=C1)NC1=C(N=NC=C1)C(=O)[O-] 4-((4-(methylthio)phenyl)amino)pyridazine-3-carboxylate